BrC1=CC=C(C=C1)C(C(F)(F)F)(O)C=1N(C=C(N1)C=O)COCC[Si](C)(C)C 2-(1-(4-bromophenyl)-2,2,2-trifluoro-1-hydroxyethyl)-1-((2-(trimethylsilyl)ethoxy)methyl)-1H-imidazole-4-carbaldehyde